FC1(CCC(CC1)CC1=C(OC2=CC=CC=C2C1=O)C(=O)N)F ((4,4-difluorocyclohexyl)methyl)-4-oxo-chromene-2-carboxamide